(+)-4,4-difluoro-2-(4-fluorophenyl)-N-{4-[3-(pyridin-2-yl)-1H-pyrrolo[3,2-b]pyridin-2-yl]pyridin-2-yl}butanamide FC(CC(C(=O)NC1=NC=CC(=C1)C1=C(C2=NC=CC=C2N1)C1=NC=CC=C1)C1=CC=C(C=C1)F)F